O1CCC(=CC1)C=1C2=C(C(=NC1)OC)N=C(S2)NC(=O)N2CCC(CC2)N2C(SCC2=O)=O N-[7-(3,6-Dihydro-2H-pyran-4-yl)-4-methoxy-[1,3]thiazolo[4,5-c]pyridin-2-yl]-4-(2,4-dioxo-1,3-thiazolidin-3-yl)piperidin-1-carboxamid